(pyrimidin-2-ylamino)-2H-pyran-6-carboxamide N1=C(N=CC=C1)NC1OC(=CC=C1)C(=O)N